di-silanol [SiH2]([SiH3])O